Cl.CO methanol monohydrochloride